fluoro-1-(4-fluoro-3-methylphenyl)-2-isopropyl-5-methoxy-1H-indole-3-carbonitrile FC1=C2C(=C(N(C2=CC=C1OC)C1=CC(=C(C=C1)F)C)C(C)C)C#N